Cl.Cl.Cl.CC1=NN=C(S1)NC(=O)C=1C=C(SC1)[C@H]1[C@@H](C1)NCC1CCN(CC1)CCC(=O)O 3-(4-((((1R,2R)-2-(4-((5-methyl-1,3,4-thiadiazol-2-yl)carbamoyl)-2-thienyl)cyclopropyl)amino)methyl)piperidin-1-yl)propanoic Acid Trihydrochloride